3-(8,8-difluoro-7-oxobicyclo[4.2.0]oct-1,3,5-triene-2-enyloxy)-5-fluorobenzaldehyde FC1(C(C2=CC(=C=C=C12)OC=1C=C(C=O)C=C(C1)F)=O)F